p-tolylsulfonyl 4-methylbenzenesulfonate CC1=CC=C(C=C1)S(=O)(=O)OS(=O)(=O)C1=CC=C(C=C1)C